C(=O)(O)CCSC(=S)SC(C(=O)O)C 2-(2-carboxyethylsulfanylthiocarbonylsulfanyl)propionic acid